(3-bromophenyl)(methyl)-phosphinic chloride BrC=1C=C(C=CC1)P(=O)(C)Cl